ClC=1C=C2CC(C(C2=CC1)(C)C)=O 5-chloro-1,1-dimethyl-1,3-dihydro-2H-inden-2-one